FC(C1=CC=C2CCC(NC2=C1)=O)(F)F 7-(trifluoromethyl)-3,4-dihydro-1H-quinolin-2-one